CC=1N(C=CN1)C=1C=C(OCCOC2=CC=C(N=N2)C#N)C=CC1 6-(2-(3-(2-methyl-1H-imidazol-1-yl)phenoxy)ethoxy)pyridazine-3-carbonitrile